2-(2-{[1-(3-chloro(2-pyridyl))-isopropyl]amino}pyrimidin-5-yl)-1,3-oxazole-5-carboxamide ClC=1C(=NC=CC1)C(C)(C)NC1=NC=C(C=N1)C=1OC(=CN1)C(=O)N